COPPER-GALLIUM-SELENIUM [Se].[Ga].[Cu]